C(C1=CC=CC=C1)OC=1C(=C2C=C(C=NC2=CC1)Br)/C=C/CCN1C(C2=CC=CC=C2C1=O)=O (E)-2-(4-(6-(benzyloxy)-3-bromoquinolin-5-yl)but-3-en-1-yl)isoindoline-1,3-dione